C(CCCCCCCCCCCCCCCCCCC)OC(CCCCCCCCCCC)=O lauric acid arachidyl ester